3-(6-(7-(hydroxymethyl)-2-azaspiro[3.5]nonane-2-yl)pyridin-3-yl)piperidine-2,6-dione OCC1CCC2(CN(C2)C2=CC=C(C=N2)C2C(NC(CC2)=O)=O)CC1